1-(4-(6-((4-(2-(Cyclopentylamino)-4-methylthiazol-5-yl)pyrimidin-2-yl)amino)pyridin-3-yl)piperazin-1-yl)ethan-1-one C1(CCCC1)NC=1SC(=C(N1)C)C1=NC(=NC=C1)NC1=CC=C(C=N1)N1CCN(CC1)C(C)=O